C12(CC(C1)C2)NC(C2=C(C=C(C=C2)S(F)(F)(F)(F)F)NS(=O)(=O)C2=CC=C(C=C2)S(=O)(=O)C)=O N-(bicyclo[1.1.1]pentan-1-yl)-2-((4-(methylsulfonyl)phenyl)sulfonamido)-4-(pentafluoro-λ6-sulfanyl)benzamide